CC1C(C(CC=C1)(C)C)C(C=CC)=O 1-(2,6,6-trimethyl-3-cyclohexen-1-yl)-2-Buten-1-one